C1(CCCCC1)CCC(=O)Cl 3-(cyclohexyl)propanoyl chloride